3-(4-fluorophenyl)cyclopentan-1-one FC1=CC=C(C=C1)C1CC(CC1)=O